4-phenylpyridin C1(=CC=CC=C1)C1=CC=NC=C1